N[C@@H](C(C)(C)C)C (R)-(+)-3-amino-2,2-dimethylbutane